NC=1C(NC=2C3=C(C=CC2C1C1=C2C=NNC2=C(C=C1)F)N(C=N3)C)=O 7-Amino-6-(7-fluoro-1H-indazol-4-yl)-3-methyl-9H-imidazo[4,5-h]quinolin-8-one